ClC1=CC(=CC(=N1)N1C(C2=CC(=CC=C2C1)C1(COC1)CC1=NN=CN1C)=O)CNCC1CC(C1)(F)F 2-(6-Chloro-4-((((3,3-difluorocyclobutyl)methyl)amino)methyl)pyridin-2-yl)-6-(3-((4-methyl-4H-1,2,4-triazol-3-yl)methyl)oxetan-3-yl)isoindolin-1-one